(R)-N-((1-(tert-butyl)-1H-tetrazol-yl)(4-nitrophenyl)methyl)-4-(trifluoromethyl)aniline C(C)(C)(C)N1N=NN=C1[C@H](NC1=CC=C(C=C1)C(F)(F)F)C1=CC=C(C=C1)[N+](=O)[O-]